((1S,6R,7S)-7-(3-fluoropyridin-2-yl)-3-(3-(pyrazolo[1,5-a]pyridin-4-yl)-1H-pyrazolo[3,4-b]pyrazin-6-yl)-3-azabicyclo[4.1.0]heptan-7-yl)methanamine FC=1C(=NC=CC1)[C@]1([C@@H]2CCN(C[C@H]12)C1=CN=C2C(=N1)NN=C2C=2C=1N(C=CC2)N=CC1)CN